NCCN1N=NC(=C1)COC1=CC=CC=C1 1-(2-Aminoethyl)-4-(phenoxymethyl)-1H-1,2,3-triazole